6-(6-Cyclopropylpyridin-2-yl)-N2,N4-bis(4,4-difluorocyclohexyl)-1,3,5-triazine-2,4-diamine C1(CC1)C1=CC=CC(=N1)C1=NC(=NC(=N1)NC1CCC(CC1)(F)F)NC1CCC(CC1)(F)F